2-(3,5-dichloro-4-[[5-(2-fluoro-3-methylphenyl)-6-oxo-1H-pyridazin-3-yl]oxy]phenyl)-3,5-dioxo-4H-1,2,4-tri-azine-6-carboxylic acid ClC=1C=C(C=C(C1OC1=NNC(C(=C1)C1=C(C(=CC=C1)C)F)=O)Cl)N1N=C(C(NC1=O)=O)C(=O)O